ClC1=NC=CC2=C1C(=CN2S(=O)(=O)C2=CC=C(C)C=C2)C2=C(C=CC=C2)F 4-Chloro-3-(2-fluorophenyl)-1-tosyl-1H-pyrrolo[3,2-c]pyridine